ClC=1C=CC(=NC1)NCC1N(C2CC(C1C)C2)C(=O)C2=NC(=CC=C2N2N=CC=N2)C 5-Chloro-N-({4-methyl-2-[6-methyl-3-(2H-1,2,3-triazol-2-yl)pyridin-2-carbonyl]-2-azabicyclo[3.1.1]heptan-3-yl}methyl)pyridin-2-amin